2-(3,8-diazabicyclo[3.2.1]octan-3-yl)-5-chloro-7-(furan-2-yl)-4-(trifluoromethoxy)benzo[d]oxazole C12CN(CC(CC1)N2)C=2OC1=C(N2)C(=C(C=C1C=1OC=CC1)Cl)OC(F)(F)F